3-Amino-6-cyclopropyl-9-fluoro-4-(1H-indazol-4-yl)-1H-benzo[h]quinolin-2-one NC=1C(NC2=C3C(=C(C=C2C1C1=C2C=NNC2=CC=C1)C1CC1)C=CC(=C3)F)=O